1,2-dimethyl-8-(1H-pyrrolo[2,3-b]pyridin-5-yl)-1H-imidazo[4,5-c]quinoline CN1C(=NC=2C=NC=3C=CC(=CC3C21)C=2C=C1C(=NC2)NC=C1)C